1-(4-((1S,2R)-6'-hydroxy-1',2',3',4',5,6,7,8-octahydro-[1,2'-binaphthalen]-1'-yl)phenyl)piperidine-4-carbaldehyde OC=1C=C2CCC(C(C2=CC1)C1=CC=C(C=C1)N1CCC(CC1)C=O)C1=CC=CC=2CCCCC12